2-(2-methoxypyridin-4-yl)-5,6,7,8-tetrahydronaphthalen-1-yl triflate O(S(=O)(=O)C(F)(F)F)C1=C(C=CC=2CCCCC12)C1=CC(=NC=C1)OC